BrC1=CC=C2C(=NN(C2=C1F)C)I 6-Bromo-7-fluoro-3-iodo-1-methyl-indazole